ClC1=C(C#N)C(=CC(=N1)C1CC1)C(F)(F)F 2-chloro-6-cyclopropyl-4-(trifluoromethyl)nicotinonitrile